((R)-1-(2,4-difluorophenyl)-3,4-dihydroisoquinolin-2(1H)-yl)((R)-1,4-oxaazepan-7-yl)methanone FC1=C(C=CC(=C1)F)[C@@H]1N(CCC2=CC=CC=C12)C(=O)[C@H]1CCNCCO1